O=C1C=CCCC1 4-oxocyclohex-2-ene